2-((1r,4r)-4-ethoxycyclohexylamino)-4-(1-methylcyclopentylamino)pyrimidine-5-carboxamide C(C)OC1CCC(CC1)NC1=NC=C(C(=N1)NC1(CCCC1)C)C(=O)N